NC=1C=C(C=C(C1)C(F)(F)F)[C@@H](C)NC1=NC(=NC2=CC(=C(C=C12)C=1CCS(CC1)(=O)=O)OC)C N-[(1R)-1-[3-amino-5-(trifluoromethyl)phenyl]ethyl]-6-(1,1-dioxo-3,6-dihydro-2H-thiopyran-4-yl)-7-methoxy-2-methyl-quinazolin-4-amine